2-(2-Chloro-pyrimidin-4-yl)-7-isopropyl-3-phenyl-thiazolo[3,2-a]pyrimidin-5-one ClC1=NC=CC(=N1)C1=C(N2C(=NC(=CC2=O)C(C)C)S1)C1=CC=CC=C1